3-((4-((trimethylsilyl)ethynyl)phenyl)amino)tetrahydrothiophene 1,1-dioxide C[Si](C)(C)C#CC1=CC=C(C=C1)NC1CS(CC1)(=O)=O